C[C@@H](C(=O)N[C@@H](CC1=CC=C(C=C1)O)C(=O)NCC(=O)N[C@@H](CC2=CNC3=CC=CC=C32)C(=O)N[C@@H](CCSC)C(=O)N[C@@H](CC(=O)O)C(=O)N[C@@H](CC4=CC=CC=C4)C(=O)N)NC(=O)[C@H](CCC(=O)O)NC(=O)[C@H](CCC(=O)O)NC(=O)[C@H](CCC(=O)O)NC(=O)[C@H](CCC(=O)O)NC(=O)[C@H](CCC(=O)O)NC(=O)[C@H](CC(C)C)NC(=O)[C@H](CC5=CNC6=CC=CC=C65)NC(=O)[C@@H]7CCCN7C(=O)CNC(=O)[C@@H]8CCC(=O)N8 The molecule is one of the primary forms of gastrin that is a 17-membered peptide consisting of Glp, Gly, Pro, Trp, Leu, Glu, Glu, Glu, Glu, Glu, Ala, Tyr, Gly, Trp, Met, Asp and Phe-NH2 residues joined in sequence. It has a role as an antineoplastic agent.